C12N(CC(NC1)CC2)C=2C1=C(N=C(N2)OC[C@]23CCC(N3C[C@@H](C2)F)([2H])[2H])CN(CC1)C1=CC(=CC2=CC=C(C(=C12)F)F)O 4-(4-(2,5-Diazabicyclo[2.2.2]octan-2-yl)-2-(((2R,7aS)-2-fluorotetrahydro-1H-pyrrolizin-7a(5H)-yl-5,5-d2)methoxy)-5,8-dihydropyrido[3,4-d]pyrimidin-7(6H)-yl)-5,6-difluoronaphthalen-2-ol